OC=1C=C(C=C2C=CC(=CC12)C1=C2C=C(C(=CC2=CC2=C1C(OC2)=O)OC)OC)C(F)(F)F 9-(8-hydroxy-6-(trifluoromethyl)naphthalen-2-yl)-6,7-dimethoxynaphtho[2,3-c]furan-1(3H)-one